C1CC(=CC=C1)C(=O)O dihydro-benzene-3-carboxylic acid